C(#N)C=1C=NC2=CC(=C(C=C2C1N1CCN(CCC1)C(CCNC(OC(C)(C)C)=O)=O)OC)OC Tert-butyl (3-(4-(3-cyano-6,7-dimethoxyquinolin-4-yl)-1,4-diazepan-1-yl)-3-oxopropyl)carbamate